C(C)(C)(C)CC(C(=O)OO)(C)C.C(C(C)(C)C)(=O)OOC(C)(C)C tert-butyl peroxypivalate (tert-butyl peroxypivalate)